(S)-4-((6-fluoropyridin-2-yl)methyl)-N-(7-(3-hydroxy-3-methylbut-1-yn-1-yl)-5-methyl-4-oxo-2,3,4,5-tetrahydrobenzo[b][1,4]oxazepin-3-yl)picolinamide sodium Lauroyl-Sarcosinate C(CCCCCCCCCCC)(=O)N(C)CC(=O)[O-].[Na+].FC1=CC=CC(=N1)CC1=CC(=NC=C1)C(=O)N[C@@H]1C(N(C2=C(OC1)C=CC(=C2)C#CC(C)(C)O)C)=O